Copper(I) Iodide [Cu]I